FC(C1=NN=C(O1)C1=CC=C(C=C1)C(CC)N1N=NC(=C1)C=1C=CC(=NC1)N)F 5-(1-(1-(4-(5-(difluoromethyl)-1,3,4-oxadiazol-2-yl)phenyl)propyl)-1H-1,2,3-triazol-4-yl)pyridin-2-amine